CC1C(CCCC1C)NC(CC1N(C(CC1)=O)CC1=CC=C(C=C1)C1=CC=CC=C1)=O N-(2,3-dimethylcyclohexyl)-2-[5-oxo-1-[(4-phenylphenyl)methyl]-pyrrolidin-2-yl]acetamid